trimethyl-[2-[[3-(1-methylsulfonylcyclopropyl)pyrazol-1-yl]methoxy]ethyl]silane C[Si](CCOCN1N=C(C=C1)C1(CC1)S(=O)(=O)C)(C)C